NC=1N=NC(=CC1C#CC1CC2(C1)CCC(CC2)N2CCN(CC2)C=2C=C1CN(C(C1=CC2)=O)C2C(NC(CC2)=O)=O)C2=C(C=CC=C2)O 3-(5-(4-(2-((3-amino-6-(2-hydroxyphenyl)pyridazin-4-yl)ethynyl)spiro[3.5]nonan-7-yl)piperazin-1-yl)-1-oxoisoindol-2-yl)piperidine-2,6-dione